C(C)(C)(C)OC(=O)N1CCN(CC1)C1=NN=C(N1C)Br.FC(\C(\C1=NN2C(C=CC=C2)=C1C)=N/O)(F)F (Z)-N-(2,2,2-trifluoro-1-{3-methylpyrazolo[1,5-a]pyridin-2-yl}ethylidene)hydroxylamine tert-butyl-4-(5-bromo-4-methyl-1,2,4-triazol-3-yl)piperazine-1-carboxylate